N1=CN=CC(=C1)C=NO Pyrimidine-5-formaldoxime